C(C)(C)(C)OC(=O)N=C(C(=O)OC)C(F)(F)F methyl 2-((tert-butoxycarbonyl)imino)-3,3,3-trifluoropropanoate